BrC=1C=C(C(=NC1)CCl)OC 5-bromo-2-(chloromethyl)-3-methoxypyridine